ClC=1C=C(C2=C(N1)N(C=C2)COCC[Si](C)(C)C)NCC(C)C 6-chloro-N-isobutyl-1-((2-(trimethylsilyl)ethoxy)methyl)-1H-pyrrolo[2,3-b]pyridin-4-amine